CN1C(=NC2=C1C=C(C=C2C)C2=CC=C(C=C2)CN2CCC(CC2)N2CCCC2)C2=CC=C(C=C2)S(=O)(=O)C 1,4-Dimethyl-2-(4-(methylsulfonyl)phenyl)-6-(4-((4-(pyrrolidin-1-yl)piperidin-1-yl)methyl)phenyl)-1H-benzo[d]imidazol